NCCC1CC(CCC1)CCN 1,3-di(2-aminoethyl)cyclohexane